(S)-3-(bicyclo[1.1.1]pentan-1-yl)-2-(5-methylisoxazole-3-carboxamido)propanoic acid C12(CC(C1)C2)C[C@@H](C(=O)O)NC(=O)C2=NOC(=C2)C